C(C)N1C(CC2=CC=C(C=C12)C1NNC(CC1)OC)=O 1-ethyl-6-(6-methoxy-1,2-diazacyclohexan-3-yl)-2,3-dihydro-1H-indol-2-one